C(C)N(N)C(=O)N=N 2-ethyl-carbazone